The molecule is a phosphatidylcholine 38:3 in which the acyl groups specified at positions 1 and 2 are octadecanoyl and (8Z,11Z,14Z)-eicosatrienoyl respectively. It derives from an octadecanoic acid and an all-cis-icosa-8,11,14-trienoic acid. CCCCCCCCCCCCCCCCCC(=O)OC[C@H](COP(=O)([O-])OCC[N+](C)(C)C)OC(=O)CCCCCC/C=C\\C/C=C\\C/C=C\\CCCCC